{2-Chloro-4-[(4-fluorophenylamino)methyl]phenyl}-carbamic acid ethyl ester C(C)OC(NC1=C(C=C(C=C1)CNC1=CC=C(C=C1)F)Cl)=O